(4-(1-aminoisoquinolin-7-yl)-5,6,7,8-tetrahydronaphthalen-2-yl)(pyrrolidin-1-yl)methanone NC1=NC=CC2=CC=C(C=C12)C1=CC(=CC=2CCCCC12)C(=O)N1CCCC1